Ethyl 3-(((3-((4-Cyano-3-fluorophenoxy)methyl)-1-((2,4-dichlorophenyl)sulfonyl)azetidin-3-yl)methyl)amino)propanoate hydrochloride Cl.C(#N)C1=C(C=C(OCC2(CN(C2)S(=O)(=O)C2=C(C=C(C=C2)Cl)Cl)CNCCC(=O)OCC)C=C1)F